N2-[3-chloro-2-(4,4-dimethyl-1-piperidyl)phenyl]-N5,N5-dimethyl-N2-(methylsulfanylmethyl)thiophene-2,5-disulfonamide ClC=1C(=C(C=CC1)N(S(=O)(=O)C=1SC(=CC1)S(=O)(=O)N(C)C)CSC)N1CCC(CC1)(C)C